COC=1C(=C2C=CN(C2=C(C1)C)C(=O)OC(C)(C)C)CN1[C@H](C[C@@H](CC1)NC1COC1)C1=CC=C(C=C1)C(=O)OC |r| tert-butyl (+-)-5-methoxy-4-(((trans)-2-(4-(methoxycarbonyl) phenyl)-4-(oxetan-3-ylamino) piperidin-1-yl) methyl)-7-methyl-1H-indole-1-carboxylate